methyl 6-[bis(tert-butoxycarbonyl)amino]-3-bromopyridine-2-carboxylate C(C)(C)(C)OC(=O)N(C1=CC=C(C(=N1)C(=O)OC)Br)C(=O)OC(C)(C)C